C(C)(=O)N1C(C2=C(C1=O)C=CS2)(C)C 5-acetyl-6,6-dimethyl-5,6-dihydro-4H-thieno[2,3-c]pyrrol-4-one